3-(1-(1-(2'-methoxy-4'-(trifluoromethyl)-[1,1'-biphenyl]-4-yl)butyl)-1H-indazole-5-carboxamido)propionic acid COC1=C(C=CC(=C1)C(F)(F)F)C1=CC=C(C=C1)C(CCC)N1N=CC2=CC(=CC=C12)C(=O)NCCC(=O)O